Cl.C(C)N=C=NCCCN(C)C 1-ethyl-3-(dimethylaminopropyl)carbodiimide HCL